NC1=NC=CC(=C1Cl)SC1=NNC2=NC(=C(N=C21)CO)N2CCC(CC2)(C(NC=2C=NC=C(C2)Cl)=N)C 1-{3-[(2-amino-3-chloropyridin-4-yl)thio]-5-hydroxymethyl-1H-pyrazolo[3,4-b]pyrazin-6-yl}-N-(5-chloropyridin-3-yl)-4-methylpiperidine-4-carboximidamide